6-Bromo-5-methyl-3-(7-methylimidazo[1,2-a]pyridin-8-yl)thieno[2,3-d]pyrimidine-2,4(1H,3H)-dione BrC1=C(C2=C(NC(N(C2=O)C=2C=3N(C=CC2C)C=CN3)=O)S1)C